BrC1=CC2=C(OCCO2)C=C1 6-bromo-2,3-dihydrobenzo[b][1,4]dioxine